O1C(CC1)CN1N=C(C=C1)S(=O)(=O)N 1-(oxetan-2-ylmethyl)-1H-pyrazole-3-sulfonamide